(S)-2-ethylbutyl 2-(((S)-(((2R,3S,4R,5R)-5-(4-aminopyrrolo[2,1-f][1,2,4]triazin-7-yl)-5-cyano-3,4-dihydroxytetrahydrofuran-2-yl)methoxy)(phenoxy) phosphoryl)amino)propanoate maleate C(\C=C/C(=O)O)(=O)O.NC1=NC=NN2C1=CC=C2[C@]2([C@@H]([C@@H]([C@H](O2)CO[P@](=O)(OC2=CC=CC=C2)N[C@H](C(=O)OCC(CC)CC)C)O)O)C#N